CCCC1C(CCCC=CCC)C(=O)OC1=O dodec-9-ene-4,5-dicarboxylic anhydride